tert-Butyl (2R,5S)-4-(6-methoxy-1-methyl-2-oxo-1,2-dihydro-1,5-naphthyridin-4-yl)-2,5-dimethylpiperazine-1-carboxylate COC=1N=C2C(=CC(N(C2=CC1)C)=O)N1C[C@H](N(C[C@@H]1C)C(=O)OC(C)(C)C)C